N1=CC(=CC=C1)C=1OC2=C(N1)C=C(C=C2)C=O 2-(pyridin-3-yl)-1,3-benzoxazole-5-carbaldehyde